CNOCCCO 3-((methylamino)oxy)propan-1-ol